Cl.FC(C1=CC(=C(N)C=C1)F)F 4-(difluoromethyl)-2-fluoroaniline hydrochloride